BrC1=CC(=CC2=C1N=C(S2)N)C 4-bromo-6-methylbenzo[d]thiazol-2-amine